5-(4-(N-((1r,4r)-4-(quinazolin-2-ylamino)cyclohexyl)acetamido)phenyl)nicotinic acid N1=C(N=CC2=CC=CC=C12)NC1CCC(CC1)N(C(C)=O)C1=CC=C(C=C1)C=1C=NC=C(C(=O)O)C1